BrC=1C=C2C(=NC1)N(C=C2)CCN2CCN(CC2)CC(CN2N=CN=C2)(O)C2=C(C=C(C=C2)F)F 1-(4-(2-(5-bromo-1H-pyrrolo[2,3-b]pyridin-1-yl)ethyl)piperazin-1-yl)-2-(2,4-difluorophenyl)-3-(1H-1,2,4-triazol-1-yl)propan-2-ol